C1(=CC(=CC=C1)CNC(C1=CN=C(C(=C1)OC)N1N=CC=C1)=O)C1=CC=CC=C1 N-([1,1'-Biphenyl]-3-ylmethyl)-5-methoxy-6-(1H-pyrazol-1-yl)nicotinamide